C1CCC2=C(C=CC=C12)N1N=C(C2=NC=C(C=C21)OC)C=2C=NC(=CC2)C2CCN(CC2)C([C@H]2N(CCC2)C)=O (2,3-dihydro-1H-inden-4-yl)-6-methoxy-3-(6-(1-(methyl-L-prolyl)piperidin-4-yl)pyridin-3-yl)-1H-pyrazolo[4,3-b]pyridine